C(CCCCCCCCCCC)(=O)N[C@@H](CCCCNC(=O)OCC1=CC=CC=C1)C(=O)O Nα-Lauroyl-Nε-Carbobenzoxy-L-Lysine